methyl (4-(3-amino-6-p-tolylpyrazine-2-carboxamido)phenylsulfonyl)methyl(ethyl)phosphinate NC=1C(=NC(=CN1)C1=CC=C(C=C1)C)C(=O)NC1=CC=C(C=C1)S(=O)(=O)CP(OC)(=O)CC